(M)-2-[6-Chloro-4-[(2S,5R)-2,5-dimethyl-4-prop-2-enoyl-piperazin-1-yl]-1-(2-isopropyl-4-methyl-3-pyridyl)-2-oxo-pyrido[2,3-d]pyrimidin-7-yl]-3-fluoro-benzonitrile ClC1=CC2=C(N(C(N=C2N2[C@H](CN([C@@H](C2)C)C(C=C)=O)C)=O)C=2C(=NC=CC2C)C(C)C)N=C1C1=C(C#N)C=CC=C1F